ONC(C1=CC=C(C=C1)CN1C(N(C(C2=CC=CC=C12)=O)CCC1=C(C=CC=C1)O)=O)=O N-hydroxy-4-((3-(2-hydroxyphenylethyl)-2,4-dioxo-3,4-dihydroquinazolin-1(2H)-yl)methyl)benzamide